OCC(C)(O)C1=CC(=C(C(=O)OCC2=CC=CC=C2)C=C1)N1CCC2(CC2)CC1 benzyl 4-(1,2-dihydroxypropan-2-yl)-2-(6-azaspiro[2.5]octan-6-yl)benzoate